CN1N=NN=C1C(C1=CC=CC=C1)=NOCC1=CC=CC(=N1)NC(OC(C)(C)C)=O 1,1-di-methylethyl N-[6-[[[[(1-methyl-1H-tetrazol-5-yl)phenylmethylene]amino]oxy]methyl]-2-pyridinyl]carbamate